7-(benzylamino)-4-chloro-1-oxo-1,3-dihydro-2H-pyrrolo[3,4-c]pyridine-2-carboxylic acid tert-butyl ester C(C)(C)(C)OC(=O)N1CC=2C(=NC=C(C2C1=O)NCC1=CC=CC=C1)Cl